methyl (1R,3R)-1-(4-(benzyloxycarbonyl) phenyl)-2,3,4,9-tetrahydro-1H-pyrido[3,4-b]indole-3-carboxylate C(C1=CC=CC=C1)OC(=O)C1=CC=C(C=C1)[C@H]1N[C@H](CC2=C1NC1=CC=CC=C21)C(=O)OC